C/C(=C\\C=O)/C=C/C=C(\\C)/C=O The molecule is an apo carotenoid monoterpenoid compound arising from oxidative degradation of the beta,beta-carotene skeleton at the 8'- and 15-positions. It is an enal, a dialdehyde and an apo carotenoid monoterpenoid.